3-[(2-hydroxyethyl)amino]valeronitrile OCCNC(CC#N)CC